Br.C(C)N(CC)CC triethyl-amine HBr salt